hexacosadiene CCCCCCCCCCCCCCCCCCCCCC/C=C/C=C